C(N)(OS(=O)(=O)C[C@H](CC=C)C)=O ((2S)-2-methylpent-4-en-1-ylsulfonyl) carbamate